FC(C=1C=C(C=CC1)NC1=NC(=NC(=N1)NC1=CC(=CC=C1)C(F)(F)F)NC1CNCCC1)(F)F N,N'-bis(3-(trifluoromethyl)phenyl)-6-((3-piperidinyl)amino)-[1,3,5]triazine-2,4-diamine